FC(C=1OC(=NN1)C1=CC(=C(C=C1)CN1N=NC(=C1)C1=CC=C2CCN(CC2=C1)C)F)F 2-(difluoromethyl)-5-(3-fluoro-4-((4-(2-methyl-1,2,3,4-tetrahydroisoquinolin-7-yl)-1H-1,2,3-triazol-1-yl)methyl)phenyl)-1,3,4-oxadiazole